COC=1C=C(OC2=CC=C3NC=4CCCCC4C(C3=C2)=O)C=CC1 7-(3-methoxyphenoxy)-1,2,3,4,9,10-hexahydroacridin-9-one